(tert-Butoxycarbonyl)-3',3'-difluoro-7-formyl-2H-spiro[benzofuran-3,4'-piperidine]-6-carboxylic acid C(C)(C)(C)OC(=O)N1CC(C2(CC1)COC1=C2C=CC(=C1C=O)C(=O)O)(F)F